ClC([C@@H](CC(=O)OCC1=CC=CC=C1)F)=O benzyl (R)-4-chloro-3-fluoro-4-oxobutanoate